N-((3S)-5-methyl-4-oxo-7-(pyrrolidin-2-ylethynyl)-2,3,4,5-tetrahydrobenzo[b][1,4]oxazepin-3-yl)-4-phenoxypicolinamide CN1C2=C(OC[C@@H](C1=O)NC(C1=NC=CC(=C1)OC1=CC=CC=C1)=O)C=CC(=C2)C#CC2NCCC2